7-chloro-5-(6-chloroindolin-1-yl)sulfonyl-2-oxo-isoquinolin-2-ium ClC1=CC(=C2C=C[N+](CC2=C1)=O)S(=O)(=O)N1CCC2=CC=C(C=C12)Cl